ClC=1SC2=C(N1)C(=CC=C2O)Cl 2,4-dichloro-1,3-benzothiazol-7-ol